COC(=O)N1CCC2(CC1)CC(C1=CC(=CC=C12)Br)=O 5-bromo-3-oxo-2,3-dihydrospiro[indene-1,4'-piperidine]-1'-carboxylic acid methyl ester